mono-nitroazetidine [N+](=O)([O-])N1CCC1